2-(((1s,4R)-4-(6-((4-chloro-2-fluorobenzofuran-7-yl)methoxy)pyridin-2-yl)cyclohexyl)methyl)-1-(((S)-oxetan-2-yl)methyl)-1H-benzo[d]imidazole-6-carboxylic acid methyl ester COC(=O)C=1C=CC2=C(N(C(=N2)CC2CCC(CC2)C2=NC(=CC=C2)OCC2=CC=C(C=3C=C(OC32)F)Cl)C[C@H]3OCC3)C1